5-[4-amino-5-(trifluoromethyl)pyrrolo[2,1-f][1,2,4]triazin-7-yl]-4-fluoro-N-[(3R,4S)-4-fluoro-1-(2-hydroxy-2-methylpropanoyl)pyrrolidin-3-yl]-2-methylbenzamide NC1=NC=NN2C1=C(C=C2C=2C(=CC(=C(C(=O)N[C@@H]1CN(C[C@@H]1F)C(C(C)(C)O)=O)C2)C)F)C(F)(F)F